BrC=1C(=NN(C1)C=1C=C(N)C=CC1)F 3-(4-bromo-3-fluoro-1H-pyrazol-1-yl)aniline